COC(\C=C\CC[C@@H](C(=O)NC=1C(N(C=CC1)CC(=O)NC1C2CC3CC(CC1C3)C2)=O)NC(=O)C2=NC3=C(N2)C=CC=C3)=O (S,E)-Methyl-6-(1H-benzo[d]imidazol-2-carboxamido)-7-(1-(2-(2-adamantylamino)-2-oxoethyl)-2-oxo-1,2-dihydropyridin-3-ylamino)-7-oxohept-2-enoat